ClC1=CC=2C(C3=CC(=C(C=C3OC2C=C1O)O)Cl)C1=C(C(=O)O)C=CC=C1 2-(2,7-Dichloro-3,6-dihydroxy-9H-xanthen-9-yl)benzoic acid